9-(β-D-arabinofuranosyl)-2-fluoroadenine [C@@H]1([C@@H](O)[C@H](O)[C@H](O1)CO)N1C2=NC(=NC(=C2N=C1)N)F